CC1(CN(C=2C=CC=3N(C21)N=CC3)C(=O)N)C(F)(F)F 8-methyl-8-(trifluoromethyl)-7,8-dihydro-6H-pyrazolo[1,5-a]pyrrolo[2,3-e]pyridine-6-carboxamide